N-(3-(1-((7-(pyridin-4-yl)-2,3-dihydrofuro[3,2-c]pyridin-4-yl)amino)ethyl)phenyl)acetamide N1=CC=C(C=C1)C=1C2=C(C(=NC1)NC(C)C=1C=C(C=CC1)NC(C)=O)CCO2